CC1(CC(CCC1)N=C=O)N=C=O methyl-1,3-diisocyanatocyclohexane